2-benzyl-2-((6-(4-fluoro-6-vinyl-1H-benzo[d][1,2,3]triazol-1-yl)-1-(tetrahydro-2H-pyran-2-yl)-1H-indazol-3-yl)methoxy)malonic acid diethyl ester C(C)OC(C(C(=O)OCC)(OCC1=NN(C2=CC(=CC=C12)N1N=NC2=C1C=C(C=C2F)C=C)C2OCCCC2)CC2=CC=CC=C2)=O